BrC1=CC=C(C(=O)OC2N=C(OC2)C2=CC=CC=C2)C=C1 2-phenyl-4,5-dihydro-oxazol-4-yl 4-bromobenzoate